N'-(2-chloroacetyloxy)-3-(4-chlorophenyl)-3-fluorocyclobutanecarboxamidine ClCC(=O)ON=C(N)C1CC(C1)(F)C1=CC=C(C=C1)Cl